CC1=CC(=C(C(=C1O)Br)O)C(C(C)C)=O 6-methyl-4-isobutyryl-2-bromo-1,3-benzenediol